tert-butyl (2R,5S)-4-(2-(cyanomethyl)-5-(methyl-d3)-6-oxo-5,6-dihydroimidazo[1,2-b]pyridazin-8-yl)-2,5-diethylpiperazine-1-carboxylate C(#N)CC=1N=C2N(N(C(C=C2N2C[C@H](N(C[C@@H]2CC)C(=O)OC(C)(C)C)CC)=O)C([2H])([2H])[2H])C1